carboxymonobipyridine C(=O)(O)C=1C(=NC=CC1)C1=NC=CC=C1